(S)-8-(methylsulfonyl)-3-(2-(4-(4-nitrophenyl)piperazin-1-yl)ethyl)-2-oxa-8-azaspiro[4.5]decan-1-one CS(=O)(=O)N1CCC2(C[C@H](OC2=O)CCN2CCN(CC2)C2=CC=C(C=C2)[N+](=O)[O-])CC1